4-((1r,3r)-3-(4-(8-chloro-7-((2-methyl-1H-benzo[d]imidazol-6-yl)oxy)quinoxalin-2-yl)-1H-pyrazol-1-yl)cyclobutyl)morpholine ClC=1C(=CC=C2N=CC(=NC12)C=1C=NN(C1)C1CC(C1)N1CCOCC1)OC=1C=CC2=C(NC(=N2)C)C1